OC1=CC=C2C=3C(=CC=NC13)C(OC2=O)=O 9-hydroxy-4H,6H-pyrano[3,4,5-de]quinoline-4,6-dione